CC1=C(C=C(C=C1)C)C 1,2,4-Trimethyl-benzen